C(C)OC=1C(=CC2=CN(N=C2C1)C)C(=O)NC1=CC=C(N=N1)C=1CCN([C@@H](C1)C)C(=O)OC(C)(C)C tert-butyl (R)-4-(6-(6-ethoxy-2-methyl-2H-indazole-5-carboxamido)pyridazin-3-yl)-6-methyl-3,6-dihydropyridine-1(2H)-carboxylate